5-((4-(2-(2-aminoethyl)cyclopropyl)-3-((methylsulfonyl)methyl)phenyl)amino)-7-(cyclopropylamino)pyrazolo[1,5-a]pyrimidine-3-carbonitrile monotrifluoroacetic acid salt FC(C(=O)O)(F)F.NCCC1C(C1)C1=C(C=C(C=C1)NC1=NC=2N(C(=C1)NC1CC1)N=CC2C#N)CS(=O)(=O)C